CC(C)N1N=NC2=C1C=CC(=C2)C2=NC(=NO2)C2=C(C=NC=C2)C(F)(F)F 1-(propan-2-yl)-5-{3-[3-(trifluoromethyl)pyridin-4-yl]-1,2,4-oxadiazol-5-yl}-1H-1,2,3-benzotriazole